(rac)-tert-butyl 3-[6-(3,6-dihydro-2H-pyran-4-yl)-2-oxo-3H-imidazo[4,5-b]pyridin-1-yl]pyrrolidine-1-carboxylate O1CCC(=CC1)C=1C=C2C(=NC1)NC(N2[C@H]2CN(CC2)C(=O)OC(C)(C)C)=O |r|